(4-(4-(benzo[d]thiazol-5-ylamino)quinolin-6-yl)-3-fluorophenyl)(3,4-dimethylpiperazin-1-yl)methanone S1C=NC2=C1C=CC(=C2)NC2=CC=NC1=CC=C(C=C21)C2=C(C=C(C=C2)C(=O)N2CC(N(CC2)C)C)F